1-[(3-amino-4-fluoro-phenyl)methylsulfonyl]-2,2-dimethyl-piperidin-4-one NC=1C=C(C=CC1F)CS(=O)(=O)N1C(CC(CC1)=O)(C)C